NC1=C(C=C(C=C1)CC(=O)N(C)C)OC 2-(4-amino-3-methoxyphenyl)-N,N-dimethylacetamide